FC=1C(=NC=C(C1C1=C(C=NC(=C1)C)C(=O)NC=1SC(=NN1)O[C@H]1C[C@H](CCC1)O)OC)C 3'-fluoro-N-(5-(((1R,3S)-3-hydroxycyclohexyl)oxy)-1,3,4-thiadiazol-2-yl)-5'-methoxy-2',6-dimethyl-[4,4'-bipyridine]-3-carboxamide